6-bromo-3-(1-ethoxyvinyl)-2-fluoropyridine BrC1=CC=C(C(=N1)F)C(=C)OCC